CC(C(COC)(CC)CCC)OC methyl-2-propyl-2-ethyl-1,3-dimethoxypropane